N1=CN=C(C2=C1NC=C2)C=2C=NN(C2)C(CCO)CC 3-[4-(7H-pyrrolo[2,3-d]pyrimidin-4-yl)-1H-pyrazol-1-yl]pentan-1-ol